C1(CC1)C=1C=C(C(=NC1)[Sn](CCCC)(CCCC)CCCC)OCOCC 5-Cyclopropyl-3-(ethoxymethoxy)-2-(tributylstannyl)pyridine